Cl.C1S(CC12CCNCC2)(=O)=O 2λ{6}-thia-7-azaspiro[3.5]nonane 2,2-dioxide hydrochloride